5-hydroxy-3,3-dimethyl-tetrahydrofuran-2-one OC1CC(C(O1)=O)(C)C